(25S)-5β-Spirostane-3β-ol C[C@H]1[C@H]2[C@H](C[C@H]3[C@@H]4CC[C@@H]5C[C@H](CC[C@]5(C)[C@H]4CC[C@]23C)O)O[C@]12CC[C@H](C)CO2